7-(5-cyclopropyl-7-tosyl-7H-pyrrolo[2,3-d]pyrimidin-4-yl)-4,7-diazaspiro[2.5]octane-4-carboxylic acid tert-butyl ester C(C)(C)(C)OC(=O)N1C2(CC2)CN(CC1)C=1C2=C(N=CN1)N(C=C2C2CC2)S(=O)(=O)C2=CC=C(C)C=C2